5,10-bis(4-hexylthien-2-yl)-2,3,7,8-tetra(thien-2-yl)pyrazino[2,3-g]quinoxaline C(CCCCC)C=1C=C(SC1)C1=C2C(=C(C=3N=C(C(=NC13)C=1SC=CC1)C=1SC=CC1)C=1SC=C(C1)CCCCCC)N=C(C(=N2)C=2SC=CC2)C=2SC=CC2